C(C1=CC=CC=C1)OC(N[C@H]1CN(CCC1)C(CO)=O)=O N-[(3R)-1-(2-hydroxyacetyl)-3-piperidinyl]Carbamic acid benzyl ester